BrC1=CC=C(OC2CN(C2)S(=O)(=O)C)C=C1 3-(4-bromophenoxy)-1-(methylsulfonyl)azetidine